N-(4-(2-chlorophenyl)thiazol-2-yl)-5-(piperidin-4-yloxy)picolinamide hydrochloride Cl.ClC1=C(C=CC=C1)C=1N=C(SC1)NC(C1=NC=C(C=C1)OC1CCNCC1)=O